C(C1CO1)C(C(C(O)CC1CO1)O)O diglycidylGlycerin